piperidine-1-carboxylic acid tertbutyl ester C(C)(C)(C)OC(=O)N1CCCCC1